(2S)-4-(acryloyloxy)pyrrolidine-2-carboxylic acid C(C=C)(=O)OC1C[C@H](NC1)C(=O)O